C(C)(C)(C)OC(NCC1=CC(=CC(=C1)F)Br)=O 3-Bromo-5-fluorobenzyl-carbamic acid tert-butyl ester